OC1=CC=C2CC(C(C2=C1)=O)CC1=CC(=C(C=C1)O)OC 6-hydroxy-2-(4-hydroxy-3-methoxybenzyl)-2,3-dihydro-1H-inden-1-one